C[N+](CC1=CC=C(C=C1)OC)(CC)C N,N-Dimethyl-N-ethyl-N-(4-methoxybenzyl)ammonium